O=C1NC(CCC1C1=NN(C2=CC(=CC=C12)C1(CCN(CC1)CC1CCN(CC1)C(=O)OC(C)(C)C)O)C)=O tert-butyl 4-((4-(3-(2,6-dioxopiperidin-3-yl)-1-methyl-1H-indazol-6-yl)-4-hydroxypiperidin-1-yl)methyl)piperidine-1-carboxylate